NC=1C=C(C=CC1)N1N=C(/C(/C1=O)=N/NC=1C(=C(C=CC1)C1=CC(=CC=C1)C(=O)O)OC)C (Z)-3'-(2-(1-(3-aminophenyl)-3-methyl-5-oxo-1,5-dihydro-4H-pyrazol-4-ylidene)hydrazineyl)-2'-methoxy-[1,1'-biphenyl]-3-carboxylic acid